Pyridine-N-oxide C1=CC=[N+](C=C1)[O-]